3-(4,4-difluoroazepan-1-yl)-6-(4-methoxyphenyl)-5-methylpyridazine-4-carboxylic acid FC1(CCN(CCC1)C=1N=NC(=C(C1C(=O)O)C)C1=CC=C(C=C1)OC)F